C(C=C)OCCCCCCOC1=CC=C(OC(=O)C2CCC(CC2)C(=O)O)C=C1 4-[4-(6-prop-2-enoxyhexyloxy)phenoxy]carbonyl-cyclohexanecarboxylic acid